C[C@](CC1=CC(=C(C=C1)O)O)(C(=O)O)N.Cl α-methyldopa hydrochloride